5-[1-(2-Fluoro-6-methyl-phenyl)-piperidin-4-yl]-2-(1-isobutyl-azetidin-3-yl)-7-(2-trifluoromethyl-benzyl)-2,4,5,7-tetrahydro-pyrazolo[3,4-d]pyrimidin-6-on FC1=C(C(=CC=C1)C)N1CCC(CC1)N1C(N(C=2C(C1)=CN(N2)C2CN(C2)CC(C)C)CC2=C(C=CC=C2)C(F)(F)F)=O